3-((7-(6-chloro-4-methyl-3-(piperidin-4-ylamino)pyridin-2-yl)thieno[3,2-b]pyridin-2-yl)methyl)-6,6-dimethyl-3-azabicyclo[3.1.0]hexane-2,4-dione tetrahydrochloride Cl.Cl.Cl.Cl.ClC1=CC(=C(C(=N1)C1=C2C(=NC=C1)C=C(S2)CN2C(C1C(C1C2=O)(C)C)=O)NC2CCNCC2)C